1-(6-aminopyridin-3-yl)cyclopropane-1-carbonitrile NC1=CC=C(C=N1)C1(CC1)C#N